Cl.NCC(=O)C1=C(C=CC(=C1)Cl)Cl 2-amino-1-(2,5-dichlorophenyl)ethanone hydrochloride